(3S,4R)-4-(benzo[d]oxazol-4-ylamino)-3-fluoropiperidine-1-carboxylic acid tert-butyl ester C(C)(C)(C)OC(=O)N1C[C@@H]([C@@H](CC1)NC1=CC=CC2=C1N=CO2)F